CN(C/C=C/C(=O)NC1=CC(=CC=C1)NC1=NC(=NC=C1CNC1=CC=CC=C1)NC=1C=NN(C1)C)C (E)-4-(dimethylamino)-N-(3-((2-((1-methyl-1H-pyrazol-4-yl)amino)-5-((phenylamino)methyl)pyrimidin-4-yl)amino)phenyl)but-2-enamide